1,3,5-tribromo-2,4,6-trimethoxybenzene BrC1=C(C(=C(C(=C1OC)Br)OC)Br)OC